N-(6-(difluoromethoxy)-7-fluoro-1-(1-methylcyclobutyl)-1H-benzo[d]imidazol-2-yl)-3-hydroxy-3-phenylbutanamide FC(OC=1C=CC2=C(N(C(=N2)NC(CC(C)(C2=CC=CC=C2)O)=O)C2(CCC2)C)C1F)F